4,4'-bis(2-sulfostyryl)-1,1-biphenyl S(=O)(=O)(O)C1=C(C=CC2=CC=C(C=C2)C2=CC=C(C=C2)C=CC2=C(C=CC=C2)S(=O)(=O)O)C=CC=C1